C1(CC1)CC1(C(N2N(C1)CCC2C=2C=NC=C(C2)F)=O)C(F)F 6-(cyclopropylmethyl)-6-(difluoromethyl)-3-(5-fluoro-3-pyridyl)-1,2,3,7-tetrahydropyrazolo[1,2-a]Pyrazol-5-one